C(#N)C=1C=NN2C1C(=CC(=C2)OC[C@H](C)O)C=2C=CC(=NC2)N2CCN(CC2)C(=O)NCC(C)C (S)-4-(5-(3-cyano-6-(2-hydroxypropoxy)pyrazolo[1,5-a]pyridin-4-yl)pyridin-2-yl)-N-isobutylpiperazine-1-carboxamide